N(N)C=1N=NC2=C(NC=3C(=CC(=CC23)C)C)N1 3-hydrazino-6,8-dimethyl-5H-[1,2,4]triazino[5,6-b]indole